N1=CN=C2NC(NC2=C1)=O 7H-purin-8-one